2-fluoro-5-(difluoromethoxy)pyridine FC1=NC=C(C=C1)OC(F)F